BrCC=1C(=NC=CC1)N1CCOCC1 4-(3-(bromomethyl)pyridin-2-yl)morpholine